calcium metabisulfite S(=O)(=O)([O-])S(=O)[O-].[Ca+2]